C(C)(C)(C)OC(=O)N1C[C@@H](N(CC1)C(=O)C1=C(SC2=NC=CC=C21)NC2=C(C=C(C=C2)I)F)CO 4-{2-[(2-fluoro-4-iodophenyl)amino]thieno[2,3-b]pyridine-3-carbonyl}-(3R)-3-(hydroxymethyl)piperazine-1-carboxylic acid tert-butyl ester